N-[6-(2-chloro-5-fluorophenyl)-2-methyl-3-(1-methylazetidin-3-yl)-8-oxo-7,8-dihydro-6H-pyrrolo[4,3-g]indazol-5-yl]-5-fluoro-3-(trifluoromethyl)benzamide ClC1=C(C=C(C=C1)F)C1NC(C2=C1C(=CC1=C(N(N=C21)C)C2CN(C2)C)NC(C2=CC(=CC(=C2)F)C(F)(F)F)=O)=O